γ-aminopropyl-triethyl-Oxysilane NCCC[Si](OCC)(OCC)OCC